4-bromo-N'-hydroxybenzimidamide C1=CC(=CC=C1/C(=N/O)/N)Br